C(C1=CC=CC=C1)OC1=C(C=C(C(=O)N2[C@H](C[C@@H](C2)F)C(=O)N2[C@@H](CCC2)C#N)C=C1F)F (S)-1-((2R,4S)-1-(4-(benzyloxy)-3,5-difluorobenzoyl)-4-fluoropyrrolidine-2-carbonyl)pyrrolidine-2-carbonitrile